tris(hydroxyisopropyl)butanediamine OC(C)(C)C(CCC(N)N)(C(C)(C)O)C(C)(C)O